C(C)(C)(C)OC(=O)NC1(CC1)CN(C(OC)=O)C1(CC1)C1=CC(=C(C=C1)F)C(F)(F)F methyl ((1-((tert-butoxycarbonyl)amino)cyclopropyl)methyl)(1-(4-fluoro-3-(trifluoromethyl)phenyl)cyclopropyl)carbamate